2,5-di-(t-butylperoxy)-2,5-diphenylhexane C(C)(C)(C)OOC(C)(CCC(C)(C1=CC=CC=C1)OOC(C)(C)C)C1=CC=CC=C1